COCC1=CC(=NN1C1=CC(=C2C(=N1)NC=N2)N2CCOCC2)C=2C=C(C=CC2)C 4-(5-(5-(methoxymethyl)-3-(m-tolyl)-1H-pyrazol-1-yl)-3H-imidazo[4,5-b]pyridin-7-yl)morpholine